C1(CCCCCCCCCCCCC1)OB(O)O cyclotetradecyl-boric acid